FC1=C(N(C2=C(C=CC=C2)F)C(CC2(CCNCC2)C(=O)O)=O)C=CC=C1 4-[2-(2-fluoro-N-(2-fluorophenyl)anilino)-2-oxo-ethyl]piperidine-4-carboxylic acid